C(C(=C)C)(=O)N1CCCC1 methacryloyl-pyrrolidine